BrN1C2(N3C(=C(C=CC3=O)C)C1=O)CC1(CC2)CC1 bromo-8''-methyl-2''H-dispiro[cyclopropan-1,1'-cyclopentane-3',3''-imidazo[1,5-a]pyridin]-1'',5''-dione